perfluoro-3,5-dioxahexyl methyl ether COC(C(OC(OC(F)(F)F)(F)F)(F)F)(F)F